FC(C(=O)OC1C2CC3CC(CC1C3)C2)=C 2-adamantyl α-fluoroacrylate